FC1=CC=C(C=C1)C=1C(C(=CN(C1)OC)C(=O)N)=O 5-(4-fluorophenyl)-1-methoxy-4-oxopyridine-3-carboxamide